NN1C=NC(=C2N3C(N=C12)N(C(N3C)=O)CCN3CCN(CC3)CC3CC3)C=3OC=CC3 5-Amino-3-[2-[4-(cyclopropylmethyl)piperazin-1-yl]ethyl]-8-(2-furyl)-1-methyl-[1,2,4]triazolo[5,1-f]purin-2-one